ClC1=CC(=NC=N1)OC1=C(C=CC=C1)/C(/C(=O)[O-])=C\OC (E)-2-{2-[6-chloropyrimidin-4-yloxy]phenyl}-3-methoxyacrylate